tert-butyl-(3,3-dicyclohexyl-2',6'-dimethoxy-1,1'-biphenyl-2-yl)palladium C(C)(C)(C)[Pd]C1C(=CC=CC1(C1CCCCC1)C1CCCCC1)C1=C(C=CC=C1OC)OC